(R)-N-(1-(2-chloroethoxy)propan-2-yl-3,3,3-d3)-2-methylpropane-2-sulfinamide ClCCOCC(C([2H])([2H])[2H])N[S@](=O)C(C)(C)C